IC1=C(C=C2CCN(C(C2=C1)=O)CC1OC1)C 7-iodo-6-methyl-2-(oxiran-2-ylmethyl)-3,4-dihydroisoquinolin-1(2H)-one